N-methyl-4-(dioleyl)methylpyridine CN1CC=C(C=C1)C(CCCCCCCC\C=C/CCCCCCCC)CCCCCCCC\C=C/CCCCCCCC